C([C@H](C(=O)O)O)C(=O)O d-(+)-malic acid